1-[1-(4,4-difluorocyclohexyl)imidazol-4-yl]-3-(5-fluoro-1H-indol-3-yl)urea FC1(CCC(CC1)N1C=NC(=C1)NC(=O)NC1=CNC2=CC=C(C=C12)F)F